N-((5-(6-cyanopyridin-3-yl)-2,3-dihydro-1H-inden-4-yl)carbamoyl)-5-methyl-4,5,6,7-tetrahydrothieno[3,2-c]pyridine-2-sulfonamide C(#N)C1=CC=C(C=N1)C=1C(=C2CCCC2=CC1)NC(=O)NS(=O)(=O)C1=CC=2CN(CCC2S1)C